NCCNC(CN1N=CC(=C1)C1=NC(=NC(=C1)C(F)(F)F)N1[C@H](CC1)C)=O N-(2-aminoethyl)-2-[4-[2-[(2S)-2-methylazetidin-1-yl]-6-(trifluoromethyl)pyrimidin-4-yl]pyrazol-1-yl]acetamide